BrC1=C(C(=CC=C1Br)OC)C1CN=C(C1)NNC(=O)[C@H]1COCC1 (R)-N'-(3-(2,3-dibromo-6-methoxyphenyl)-3,4-dihydro-2H-pyrrol-5-yl)tetrahydrofuran-3-carbohydrazide